BrC1=C(C=C2C(=NC(=NC2=C1F)OCC1(CC1)CN(C)C)N1CCC(CCC1)O)Cl 1-(7-bromo-6-chloro-2-((1-((dimethylamino)methyl)cyclopropyl)methoxy)-8-fluoroquinazolin-4-yl)azepan-4-ol